2-(3-Bromo-4-methoxyphenyl)ethan-1-ol BrC=1C=C(C=CC1OC)CCO